(4-cyclopropyl-1H-imidazol-1-yl)-2-fluoro-N'-hydroxy-N-(6-(4-isopropyl-4H-1,2,4-triazol-3-yl)pyridin-2-yl)-4-methylbenzamidine C1(CC1)C=1N=CN(C1)C=1C(=C(C(=NO)NC2=NC(=CC=C2)C2=NN=CN2C(C)C)C=CC1C)F